ClC(Cl)(Cl)OC(C(=O)O)=O oxalic acid trichloromethyl ester